ClC1=C(C=C(OCCNN2CCC(CC2)NC(OC(C)(C)C)=O)C=C1)F tert-butyl (1-((2-(4-chloro-3-fluorophenoxy)ethyl)amino)piperidin-4-yl)carbamate